Cl.C[C@@H]1N(CCNC1)CC(C)C (S)-2-methyl-1-(isobutyl)piperazine hydrochloride